ClC=1C(=NC(=NC1)NC1=CC=NN1C)C1=CC=C2CN(C(C2=C1)=O)[C@@H](C(=O)N[C@H](CO)C1=NC(=CC=C1)N(C)C)C (2R)-2-(6-{5-Chloro-2-[(1-methyl-1H-pyrazol-5-yl)amino]pyrimidin-4-yl}-1-oxo-2,3-dihydro-1H-isoindol-2-yl)-N-[(1S)-1-[6-(dimethylamino)pyridin-2-yl]-2-hydroxyethyl]propanamid